(1s,4s)-4-(2-(2-oxaspiro[3.3]heptan-6-ylamino)-8-(4-cyano-2,6-difluorophenylamino)-9H-purin-9-yl)cyclohexanecarboxamide C1OCC12CC(C2)NC2=NC=C1N=C(N(C1=N2)C2CCC(CC2)C(=O)N)NC2=C(C=C(C=C2F)C#N)F